C(#N)CC1=CC=C(C=C1)C1=CC(=CC=C1)S(=O)(=O)N1CCC2(CC(CO2)NC[C@@H](COC=2C=C(C=CC2)S(=O)(=O)NCC)O)CC1 3-((2S)-3-(8-(4'-(cyanomethyl)biphenyl-3-ylsulfonyl)-1-oxa-8-azaspiro[4.5]decan-3-ylamino)-2-hydroxypropoxy)-N-ethylbenzenesulfonamide